2-(4-(dimethylamino)-1-oxo-6-(trifluoromethyl)phthalazin-2(1H)-yl)acetic acid CN(C1=NN(C(C2=CC=C(C=C12)C(F)(F)F)=O)CC(=O)O)C